7-(2-acrylamidophenyl)-2-(3,4-difluorophenyl)-4,5,6,7-tetrahydropyrazolo[1,5-a]pyrimidine-3-carboxamide C(C=C)(=O)NC1=C(C=CC=C1)C1CCNC=2N1N=C(C2C(=O)N)C2=CC(=C(C=C2)F)F